ethyl-1,2,5-oxadiazole-3-carboxylate C(C)C=1C(=NON1)C(=O)[O-]